C(C)(C)(C)OC(=O)N[C@@H](C(C)C)C(=O)N[C@H](CCC(=O)OC1CCCC1)C(=O)OC1CCCC1 Dicyclopentyl (tert-butoxycarbonyl)-L-valyl-D-glutamate